6-[[3-(trifluoromethylsulfonyl)phenyl]methyl]-2-azaspiro[3.4]octane FC(S(=O)(=O)C=1C=C(C=CC1)CC1CC2(CNC2)CC1)(F)F